(5'S)-7-methyl-2-oxo-1,2-dihydrospiro[pyrido[2,3-b][1,4]oxazine-3,3'-pyrrolidine] CC1=CC2=C(OC3(CNCC3)C(N2)=O)N=C1